BrC1=CC(=C2C=NNC2=C1)N1CCN(CC1)C(=O)OC(C)(C)C tert-butyl 4-(6-bromo-1H-indazol-4-yl)piperazine-1-carboxylate